4-(4-acryloyl-2-methylpiperazin-1-yl)-7-(2-fluorophenyl)-1-(2-isopropyl-4-methylpyridin-3-yl)-2-oxo-1,2-dihydropyrido[2,3-d]pyrimidine-6-carbonitrile C(C=C)(=O)N1CC(N(CC1)C=1C2=C(N(C(N1)=O)C=1C(=NC=CC1C)C(C)C)N=C(C(=C2)C#N)C2=C(C=CC=C2)F)C